N-(2-((4-(4-amino-2,3-dihydro-1H-inden-5-yl)pyridin-2-yl)oxy)ethyl)-2-(3-(N,N-bis(4-methoxybenzyl)sulfamoyl)-1H-pyrazol-1-yl)-N,2-dimethylpropanamide NC1=C2CCCC2=CC=C1C1=CC(=NC=C1)OCCN(C(C(C)(C)N1N=C(C=C1)S(N(CC1=CC=C(C=C1)OC)CC1=CC=C(C=C1)OC)(=O)=O)=O)C